NC1=C2C(=NC=N1)N(N=C2C)[C@H](C)C=2C(=C(C(=C(C2)Cl)F)[C@H]2CC(NC2)=O)OCC (R)-4-(3-((R)-1-(4-amino-3-methyl-1H-pyrazolo[3,4-d]pyrimidin-1-yl)ethyl)-5-chloro-2-ethoxy-6-fluorophenyl)pyrrolidin-2-one